6-bromo-7-chloroimidazo[1,2-a]pyridine BrC=1C(=CC=2N(C1)C=CN2)Cl